5-amino-1-ethyl-6-(methylamino)-3-(trifluoromethyl)-1,2-dihydropyridin-2-one NC=1C=C(C(N(C1NC)CC)=O)C(F)(F)F